N-(4-fluoro-3-methoxy-phenyl)-3-iodo-N,8-dimethyl-imidazo[1,2-a]pyrazine-6-carboxamide FC1=C(C=C(C=C1)N(C(=O)C=1N=C(C=2N(C1)C(=CN2)I)C)C)OC